C1(=CC=CC=C1)NC(=O)C=1NC2=CC=CC=C2C1 N-phenylindole-2-carboxamide